quinoline-2,4-diamine N1=C(C=C(C2=CC=CC=C12)N)N